[(methanesulfonyloxy)methyl]bicyclo[1.1.1]pentane-1-carboxylate CS(=O)(=O)OCOC(=O)C12CC(C1)C2